C(C=1C(C(=O)O)=CC(C(=O)O)=CC1)(=O)O.C1(=CC=CC=C1)O.C1(=CC=CC=C1)O bisphenol trimellitate